NC=1C2=C(N=CN1)C=C(N2C2=CC(=C(C=C2)OC2=NC(=CC=C2)C)F)C2=C(C=CC=N2)OC 6-(4-amino-5-(3-fluoro-4-((6-methylpyridin-2-yl)oxy)phenyl)-5H-pyrrolo[3,2-d]pyrimidin-6-yl)-5-methoxypyridin